[C].[Ag].[Cu] copper-silver carbon